[Si](C)(C)(C(C)(C)C)OC[C@@H](CO)N1CCS(CC1)(=O)=O (R)-4-(1-((tert-butyldimethylsilyl)oxy)-3-hydroxypropan-2-yl)thiomorpholine 1,1-dioxide